2-(3-(2-(2-Cyclopropyl-1H-imidazol-5-yl)-5-methyl-4-oxo-4,5-dihydrofuro[3,2-c]pyridin-7-yl)-4-(4-fluoro-2,6-dimethylphenoxy)phenyl)propan-2-yl acetate C(C)(=O)OC(C)(C)C1=CC(=C(C=C1)OC1=C(C=C(C=C1C)F)C)C=1C2=C(C(N(C1)C)=O)C=C(O2)C2=CN=C(N2)C2CC2